P(=O)([O-])([O-])[O-].[Ni+2].[Co+2].[Li+].FC=1C=C(C=CC1)C1=CC(=NO1)C1=CC=C(N)C=C1 4-[5-(3-fluorophenyl)-1,2-oxazol-3-yl]aniline lithium cobalt nickel phosphate